S-(difluoromethyl)-4-(trifluoromethyl)benzothioate FC(S=C(C1=CC=C(C=C1)C(F)(F)F)[O-])F